COC([C@H](CC1=CC(=CC=C1)C=1C=C2C(=C(NC2=CC1)I)CC(COC(C)=O)(C)C)NC(=O)OC(C)(C)C)=O.S1C=C(C=C1)C(=O)Cl 3-thiopheneformyl chloride methyl-(S)-3-(3-(3-(3-acetoxy-2,2-dimethylpropyl)-2-iodo-1H-indol-5-yl)phenyl)-2-((tert-butoxycarbonyl)amino)propanoate